5-methylaminomethyl-2-seleno-uridine CNCC=1C(NC(N([C@H]2[C@H](O)[C@H](O)[C@@H](CO)O2)C1)=[Se])=O